BrC(C(C(=O)OC)=O)CC(=O)OC dimethyl 3-bromo-2-oxoglutarate